(E)-5-chloro-3-(5-(p-toluenesulfonyloxy)pent-1-en-1-yl)picolinic acid tert-butyl ester C(C)(C)(C)OC(C1=NC=C(C=C1\C=C\CCCOS(=O)(=O)C1=CC=C(C)C=C1)Cl)=O